tristyrylphenyl ether sulfate salt S(=O)(=O)(O)O.C(=CC1=CC=CC=C1)C1=C(C(=C(C=C1)OC1=C(C(=C(C=C1)C=CC1=CC=CC=C1)C=CC1=CC=CC=C1)C=CC1=CC=CC=C1)C=CC1=CC=CC=C1)C=CC1=CC=CC=C1